4-(3,5-dimethylisoxazol-4-yl)-N1-isobutylbenzene-1,2-diamine CC1=NOC(=C1C=1C=C(C(=CC1)NCC(C)C)N)C